N-(4-((7-(pyridin-4-yl)-7H-pyrrolo[2,3-D]pyrimidin-4-yl)oxy)phenyl)-2-(4-(trifluoromethyl)phenyl)acetamide N1=CC=C(C=C1)N1C=CC2=C1N=CN=C2OC2=CC=C(C=C2)NC(CC2=CC=C(C=C2)C(F)(F)F)=O